1H-naphtho[2,1-d]imidazole N1C=NC2=C1C1=CC=CC=C1C=C2